IC1=CC=C(C=C1)C1=CC=C(C=C1)I 4,4'-Diiodobiphenyl